COC=1C=C(C=2N(C1)C=NC2)C#C[Si](C)(C)C 2-(6-methoxyimidazo[1,5-a]pyridin-8-yl)ethynyl-trimethyl-silane